ClC=1C=C(C=CC1)C([C@@H](C1=CC=CC=C1)OC(N)=O)(F)F carbamic acid (R)-2-(3-chlorophenyl)-2,2-difluoro-1-phenylethyl ester